2-cyclopentyl-1-(2-(pyrrolidin-1-yl)-4,5-dihydro-1H-imidazol-1-yl)ethanone C1(CCCC1)CC(=O)N1C(=NCC1)N1CCCC1